FC=1C=C2C(=CNC2=CC1F)C(=O)O 5,6-difluoro-1H-indole-3-carboxylic acid